octenoyl-l-carnitine CCCCCCCC/C=C\CCCCCC(CC(=O)O[C@@H](CCC(=O)[O-])[N+](C)(C)C)O